2,6-Bis(1-(2-chloro-4,6-dimethylphenylimino)ethyl)pyridine ClC1=C(C(=CC(=C1)C)C)N=C(C)C1=NC(=CC=C1)C(C)=NC1=C(C=C(C=C1C)C)Cl